FC1=C(C=C(C(=O)NC2=CC(=C(C(=C2)F)F)F)C=C1)S(NC1=CC(=CC=C1)B1OC(C(O1)(C)C)(C)C)(=O)=O 4-fluoro-3-(N-(3-(4,4,5,5-tetramethyl-1,3,2-dioxaborolan-2-yl)phenyl)sulfamoyl)-N-(3,4,5-trifluorophenyl)benzamide